C(C)(C)(C)OC(=O)N1[C@@H]([C@H](C1)COS(=O)(=O)C)C.N1(CCC1)CCC(=O)NC(C)(C)C1=CC(=CC=C1)Cl |r| 3-(azetidin-1-yl)-N-(2-(3-chlorophenyl)propan-2-yl)propanamide Trans-rac-tert-butyl-(2R,3S)-2-methyl-3-(((methylsulfonyl)oxy)methyl)azetidine-1-carboxylate